[Se]=C1NCC(N1C1=CC=C(C=C1)C)=O 2-selenoxo-3-(4-tolyl)-imidazolidine-4-on